(5-(((Z)-3-(ethylamino)-3-(ethylimino)propyl)carbamoyl)-1-methyl-1H-pyrrol-3-yl)nicotinamide C(C)N\C(\CCNC(=O)C1=CC(=CN1C)C1=C(C(=O)N)C=CC=N1)=N/CC